BrC1=CC=C(C=C1)C1=NN(C(=C1I)C(=O)OCC)C1CCC2(OCCO2)CC1 ethyl 3-(4-bromophenyl)-4-iodo-1-(1,4-dioxaspiro[4.5]decan-8-yl)-1H-pyrazole-5-carboxylate